methyl-(2,4-dichlorobenzene) CC1=C(C=C(C=C1)Cl)Cl